2-(7-formyl-4-isopropyl-1-oxopyrrolo[1,2-d][1,2,4]triazin-2(1H)-yl)-N-(pyrimidin-4-yl)acetamide C(=O)C=1C=C2N(C(=NN(C2=O)CC(=O)NC2=NC=NC=C2)C(C)C)C1